1-(7-methoxyisoquinolin-5-yl)cyclopropanamine COC1=CC(=C2C=CN=CC2=C1)C1(CC1)N